CCC(CCC)C1CCN(CC1)S(=O)(=O)C1=CC=C(C=C1)NC(C1=C(C=CC=C1)N(S(=O)(=O)C)C)=O N-(4-((4-(Hexan-3-yl)piperidin-1-yl)sulfonyl)phenyl)-2-(N-methylmethylsulfonamido)benzamide